NC1=C2N=CN(C2=NC=N1)C[C@@H](C)OCP(OCCOCCCCCCCCCCCC[Si](C)(C)C1CCCCC1)(O)=O 2-((12-(cyclohexyldimethylsilyl)dodecyl)oxy)ethyl hydrogen ((((R)-1-(6-amino-9H-purin-9-yl)propan-2-yl)oxy)methyl)phosphonate